(S)-N-(2-(2-methyl-4-(2-nitropyridin-4-yl)piperazin-1-yl)pyrimidin-5-yl)-6-(1H-pyrazol-1-yl)nicotinamide C[C@@H]1N(CCN(C1)C1=CC(=NC=C1)[N+](=O)[O-])C1=NC=C(C=N1)NC(C1=CN=C(C=C1)N1N=CC=C1)=O